C(C1=CC=CC=C1)(=O)NCC(=O)O (benzoylamino)acetic acid